L-N-methylvaline CN[C@@H](C(C)C)C(=O)O